FC1=C(CN2N=C(C(=C2)C2=CC(=NC=C2)C2=NC3=C(N2)CN(C3)S(=O)(=O)C)C3=NC(=CC=C3)C)C=CC=C1 2-[4-(1-(2-Fluorobenzyl)-3-(6-methylpyridin-2-yl)-1H-pyrazol-4-yl)pyridin-2-yl]-5-(methylsulfonyl)-1,4,5,6-tetrahydropyrrolo[3,4-d]imidazole